C(CC=C)C(C(=O)N[C@H](C(=O)N[C@H](C(=O)OCC)CC(CC=C)C(NC)=O)CC(C)C)CCCCCCC Ethyl (2S)-2-((2S)-2-(2-(but-3-en-1-yl)nonanamido)-4-methylpentanamido)-4-(methylcarbamoyl)hept-6-enoate